ClC1=C(C=C(C=C1)NC(=O)C1=NN(C=C1)C1=CC=C(C=C1)F)C1=C(C2=C(N=C(N=C2)NC)N(C1=O)C)C N-(4-chloro-3-(5,8-dimethyl-2-(methylamino)-7-oxo-7,8-dihydropyrido[2,3-d]pyrimidin-6-yl)phenyl)-1-(4-fluorophenyl)-1H-pyrazole-3-carboxamide